IC1=CC=C(C=C1)NS(=O)(=O)C1=C(C=CC(=C1)C)NC(=O)C=1SC=CC1C N-(2-(N-(4-iodophenyl)sulfamoyl)-4-methylphenyl)-3-methylthiophene-2-carboxamide